Tributyl(oxazol-2-yl)stannane C(CCC)[Sn](C=1OC=CN1)(CCCC)CCCC